COC1=CC=C2C=NN(C2=C1NS(=O)(=O)C=1C=NC(=CC1)C=1N(N=C(C1)C(F)(F)F)C)C N-(6-methoxy-1-methylindazol-7-yl)-6-[2-methyl-5-(trifluoromethyl)pyrazol-3-yl]pyridine-3-sulfonamide